C1(CCC1)NC(C[C@H](CCN1CCCCC1)NC(=O)C1=NN(C(=N1)C1=C(C=CC=C1)C(F)(F)F)C1CCCC1)=O (3S)-N-cyclobutyl-3-({1-cyclopentyl-5-[2-(trifluoromethyl)phenyl]-1H-1,2,4-triazol-3-yl}formamido)-5-(piperidin-1-yl)pentanamide